(S)-(1-ethylpyrrolidin-2-yl)methylamine C(C)N1[C@@H](CCC1)CN